3,3-difluoro-azetidine hydrochloride Cl.FC1(CNC1)F